[N+](=O)([O-])C=1C=CC2=C([I+]C3=C2C=CC(=C3)[N+](=O)[O-])C1 3,7-Dinitro-dibenziodolium